2-(2-bromo-5-ethyl-6-(4-(5-hydroxy-6-methylpyrimidine-4-carbonyl)piperazin-1-yl)-7-oxothiazolo[5,4-b]pyridin-4(7H)-yl)-N-(2-chloro-4-(trifluoromethyl)phenyl)acetamide BrC=1SC=2N(C(=C(C(C2N1)=O)N1CCN(CC1)C(=O)C1=NC=NC(=C1O)C)CC)CC(=O)NC1=C(C=C(C=C1)C(F)(F)F)Cl